C1(=C(C=CC=C1)C1(CC1)N)C1=CC=CC=C1 1-([1,1'-biphenyl]-2-yl)cyclopropanamine